propiophenone C(CC)(=O)C1=CC=CC=C1